BrC=1C2=C(C3=C(N=C(N=C3C1C)SCC)O)CCOC2 6-bromo-3-ethylsulfanyl-5-methyl-9,10-dihydro-7H-pyrano[4,3-f]quinazolin-1-ol